CC1=C(C=NN1)C=1N=C(C2=C(N1)C=NC=C2)N2CCC1(CCNC1)CC2 2-(5-methyl-1H-pyrazol-4-yl)-4-(2,8-diazaspiro[4.5]decan-8-yl)pyrido[3,4-d]pyrimidine